C(C)(C)[Si](OC[C@@H]1[C@H]([C@H]([C@@H](O1)OCCCCCCCCC(=O)O)OCCCCCCCCC(=O)O)OCCCCCCCCC(=O)O)(C(C)C)C(C)C 9,9',9''-(((2R,3R,4R,5R)-5-(((Triisopropylsilyl)oxy)methyl)tetrahydrofuran-2,3,4-triyl)tris(oxy))trinonanoic acid